C12CNCC(CC1)N2C=2SC=1CN(CCC1N2)C(C(C#N)C2CCCC2)=O 3-(2-(3,8-diazabicyclo[3.2.1]octan-8-yl)-6,7-dihydrothiazolo[5,4-c]pyridin-5(4H)-yl)-2-cyclopentyl-3-oxopropanenitrile